tert-butyl (3S,4R)-3-fluoro-4-(methoxy-d3)piperidine-1-carboxylate F[C@H]1CN(CC[C@H]1OC([2H])([2H])[2H])C(=O)OC(C)(C)C